ClC1=C(C=C(C=C1)NC(=O)NC1CCC(CC1)C#N)C(F)(F)F 1-(4-chloro-3-(trifluoromethyl)phenyl)-3-(4-cyanocyclohexyl)urea